(2S)-2-{[(3,4-dihydro-1H-2-benzopyran-7-yl)methyl]amino}-5,5-dimethylhexanoic acid C1OCCC2=C1C=C(C=C2)CN[C@H](C(=O)O)CCC(C)(C)C